N-(azetidin-3-yl)-1-(m-tolyl)-1H-indazole-6-carboxamide N1CC(C1)NC(=O)C1=CC=C2C=NN(C2=C1)C=1C=C(C=CC1)C